5-(2-fluoro-2'-methylbiphenyl-4-yl)-3,6-dihydro-2H-1,3,4-oxadiazin-2-one FC1=C(C=CC(=C1)C1=NNC(OC1)=O)C1=C(C=CC=C1)C